FC=1C=C(C=CC1)[C@@H]1N(CCC1)C=1C=CC=2N(N1)C(=CN2)C2=CC=CC(=N2)N2CCC(CC2)C(=O)Cl (R)-1-(6-(6-(2-(3-fluorophenyl)pyrrolidin-1-yl)imidazo[1,2-b]pyridazin-3-yl)pyridin-2-yl)piperidine-4-carbonyl chloride